8-bromo-7-hydroxy-4'-methoxyisoflavone BrC=1C(=CC=C2C(C(=COC12)C1=CC=C(C=C1)OC)=O)O